(S or R)-N1-(2-chloro-5-fluoro-4-((thiazol-2-ylmethyl)sulfonyl)phenyl)-N4-((S)-pyrrolidin-2-ylmethyl)pentane-1,4-diamine ClC1=C(C=C(C(=C1)S(=O)(=O)CC=1SC=CN1)F)NCCC[C@H](C)NC[C@H]1NCCC1 |o1:21|